8-fluoro-1,2,3,5,6,7-hexahydro-s-indacen-4-amine FC1=C2CCCC2=C(C=2CCCC12)N